N1=C(C=CC=C1)C=1C=NC(=CC1)CN(C(OC(C)(C)C)=O)C1=CC(=NC=2N1N=CC2C2CC2)Cl tert-butyl ([2,3'-bipyridin]-6'-ylmethyl)(5-chloro-3-cyclopropylpyrazolo[1,5-a]pyrimidin-7-yl)carbamate